C(CCCCCCCCCCCCCCCCCCC)OP(OCCCCCCCCCCCCCCCCCCCC)OCCCCCCCCCCCCCCCCCCCC Triarachidylphosphit